ClCN1C(C=C(C=C1)NC(C1=C(C=CC(=C1)C(F)(F)F)OC1=CC=C(C=C1)F)=O)=O N-(1-(Chloromethyl)-2-oxo-1,2-dihydropyridin-4-yl)-2-(4-fluorophenoxy)-5-(trifluoromethyl)benzamid